C(C)OC1=CC=2N(C=C1C(=O)NC1=CC=C(N=N1)N1CC(N(CC1)C(=O)OC(C)(C)C)(C)C)C=C(N2)C tert-butyl 4-(6-(7-ethoxy-2-methylimidazo[1,2-a]pyridine-6-carboxamido)pyridazin-3-yl)-2,2-dimethylpiperazine-1-carboxylate